BrC1=CC=C(N(C)C)C=C1 4-bromo-N,N-dimethyl-Aniline